C([C@@H]1[C@H]([C@@H]([C@H]([C@H](O1)OP(=O)(O)O)O)O)O)O D-Glucose 1-phosphate